2-{[4-(3-cyclopropyl-1H-indazol-5-yl)-1-oxo-2,3-dihydro-1H-isoindol-2-yl]methyl}prop-2-enenitrile C1(CC1)C1=NNC2=CC=C(C=C12)C1=C2CN(C(C2=CC=C1)=O)CC(C#N)=C